L-(+)-2-aminovaleric acid CCC[C@@H](C(=O)[O-])[NH3+]